5-(4,4,5,5-tetramethyl-1,3,2-dioxaborolan-2-yl)-2,3-dihydrofuro[2,3-b]pyridine CC1(OB(OC1(C)C)C=1C=C2C(=NC1)OCC2)C